4-(benzyloxy)-3,5-dimethoxy-N-(1-(methylsulfonyl)piperidin-4-yl)benzamide monoacryloyloxyethyl-phosphate C(C=C)(=O)OCCOP(=O)(O)O.C(C1=CC=CC=C1)OC1=C(C=C(C(=O)NC2CCN(CC2)S(=O)(=O)C)C=C1OC)OC